tert-butyl (2S)-2-{[(1S)-1-cyano-2-[5-(3-methyl-2-oxo-1,3-benzoxazol-5-yl)thieno[3,2-b]thiophen-2-yl]ethyl]carbamoyl}-1,4-oxazepane-4-carboxylate C(#N)[C@H](CC1=CC2=C(S1)C=C(S2)C=2C=CC1=C(N(C(O1)=O)C)C2)NC(=O)[C@H]2OCCCN(C2)C(=O)OC(C)(C)C